OCCONC(=O)C1=CC2=C(N=CN2CC2OCCC2)C(=C1NC1=C(C=C(C=C1)Br)Cl)F 6-(4-bromo-2-chloro-phenylamino)-7-fluoro-3-(tetrahydro-furan-2-yl-methyl)-3H-benzoimidazole-5-carboxylic acid (2-hydroxy-ethoxy)-amide